C(C)(=O)C1=CNC(C2=CC(=C(C=C12)F)F)=O 4-acetyl-6,7-difluoro-2H-isoquinolin-1-one